6-(1-(3,3-difluorocyclopentyl)-4-(4-fluorophenyl)-1H-imidazol-5-yl)imidazo[1,2-b]pyridazine-3-carbonitrile FC1(CC(CC1)N1C=NC(=C1C=1C=CC=2N(N1)C(=CN2)C#N)C2=CC=C(C=C2)F)F